FC(CN1C(=NC=2C1=NC(=CC2)C2=CNC=1N=C(N=C(C12)NC)NC1CCC(CC1)(C)N1C(CCC1)=O)C)F 1-((1s,4s)-4-((5-(3-(2,2-difluoroethyl)-2-methyl-3H-imidazo[4,5-b]pyridin-5-yl)-4-(methylamino)-7H-pyrrolo[2,3-d]pyrimidin-2-yl)amino)-1-methylcyclohexyl)pyrrolidin-2-one